2-fluoro-4-(pentafluoro-λ6-sulfanyl)benzoic acid FC1=C(C(=O)O)C=CC(=C1)S(F)(F)(F)(F)F